(R)-3-(4-chloro-6-(3-methylmorpholino)pyridin-2-yl)oxetan-3-ol ClC1=CC(=NC(=C1)N1[C@@H](COCC1)C)C1(COC1)O